3-(4-(aminomethyl)-2,6-dichlorophenyl)piperidine-2,6-dione NCC1=CC(=C(C(=C1)Cl)C1C(NC(CC1)=O)=O)Cl